N-((3R,4S)-4-((8-((cyclopropylmethyl)amino)-6-(2-fluoro-3-methoxyphenyl)pyrido[3,4-d]pyrimidin-2-yl)amino)tetrahydrofuran-3-yl)acrylamide C1(CC1)CNC1=NC(=CC2=C1N=C(N=C2)N[C@H]2[C@H](COC2)NC(C=C)=O)C2=C(C(=CC=C2)OC)F